octamethyl-1,4-dioxan CC1(C(OC(C(O1)(C)C)(C)C)(C)C)C